C1(CCCCC1)CN1CCN(CC1)CC1=C(OC2=C(C1=O)C(=CC(=C2)O)O)C2=CC=C(C=C2)O ((4-(cyclohexylmethyl)piperazin-1-yl)methyl)-5,7-dihydroxy-2-(4-hydroxyphenyl)-4H-benzopyran-4-one